O=C1NC(CCC1N1C(C2=CC=CC=C2C1=O)=O)=O (2,6-dioxo-piperidin-3-yl)isoindoline-1,3-dione